NC1=C(C=C(C=N1)NC(C(=O)N1[C@H](CC([C@@H](C1)C)(F)F)C1=CC=C(C=C1)F)=O)C N-(6-amino-5-methyl-3-pyridyl)-2-[(2R,5R)-4,4-difluoro-2-(4-Fluorophenyl)-5-methyl-1-piperidyl]-2-oxo-acetamide